methyl 3-methyl-2-[3-(piperazin-1-yl)-1,2-oxazol-5-yl]butanoate CC(C(C(=O)OC)C1=CC(=NO1)N1CCNCC1)C